N-(4-(4-Amino-1-(oxetan-3-yl)-1H-pyrazolo[3,4-d]pyrimidin-3-yl)-3-fluorobenzeneyl)-6-isopropyl-2-(5-methylpyridin-2-yl)-3-oxo-2,3-dihydropyridazine-4-carboxamide NC1=C2C(=NC=N1)N(N=C2C2=C(C=C(C=C2)NC(=O)C=2C(N(N=C(C2)C(C)C)C2=NC=C(C=C2)C)=O)F)C2COC2